3,5-di-tert-butyl-4-hydroxy-hydrocinnamamide C(C)(C)(C)C=1C=C(CCC(=O)N)C=C(C1O)C(C)(C)C